(2R,3R,4S,5R)-2-(2-chloro-6-spiro[indoline-3,4'-tetrahydropyran]-1-yl-purin-9-yl)-5-(hydroxymethyl)tetrahydrofuran-3,4-diol ClC1=NC(=C2N=CN(C2=N1)[C@@H]1O[C@@H]([C@H]([C@H]1O)O)CO)N1CC2(CCOCC2)C2=CC=CC=C12